2-[4-fluoro-6-[4-[1-(2-fluoroethyl)-4-piperidyl]phenyl]-1-oxo-isoindolin-2-yl]-2-(5-fluoro-2-hydroxy-phenyl)-N-thiazol-2-yl-acetamide FC1=C2CN(C(C2=CC(=C1)C1=CC=C(C=C1)C1CCN(CC1)CCF)=O)C(C(=O)NC=1SC=CN1)C1=C(C=CC(=C1)F)O